5-chloro-3-(2-methoxy-2-methyl-propyl)-4-oxo-quinazoline ClC1=C2C(N(C=NC2=CC=C1)CC(C)(C)OC)=O